CN1C(=CC=2C=NC(=CC21)NC(=O)C2CC2)C2=NC(=CC=C2)C N-(1-methyl-2-(6-methylpyridin-2-yl)-1H-pyrrolo[3,2-c]pyridin-6-yl)cyclopropanecarboxamide